4-(((4-Benzoylphenoxy)carbonyl)oxy)phenylacrylat C(C1=CC=CC=C1)(=O)C1=CC=C(OC(=O)OC2=CC=C(C=C2)OC(C=C)=O)C=C1